FC1=CC(=C(C=C1)NC=1C2=C(N=CN1)CN(CC2)C(=O)OC(C)(C)C)C(F)(F)F Tert-Butyl 4-[[4-fluoro-2-(trifluoromethyl)phenyl]amino]-5H,6H,7H,8H-pyrido[3,4-d]pyrimidine-7-carboxylate